tert-butyl ((4''-((2-butyl-4-oxo-1,3-diazaspiro[4.4]non-1-en-3-yl)methyl)-2''-(ethylOxymethyl)-[1,1'-biphenyl]-2-yl)sulfonyl)carbamate C(CCC)C1=NC2(C(N1CC=1CC(C(=CC1)C1=CC=CC=C1)(COCC)S(=O)(=O)NC(OC(C)(C)C)=O)=O)CCCC2